D-ribofuranosyl-(5-nitroindole) C1([C@H](O)[C@H](O)[C@H](O1)CO)C=1NC2=CC=C(C=C2C1)[N+](=O)[O-]